C(C)(C)(C)C=1C(=C(C=C(CP([O-])([O-])=O)C1)C)O 5-tert-butyl-4-hydroxy-3-methylbenzylphosphonate